FC=1C=C(CN2C(=NC=3C2=NC=CC3)CCC(=O)NCC3=CC=C(C=C3)OC)C=CC1 3-[3-(3-Fluoro-benzyl)-3H-imidazo[4,5-b]pyridin-2-yl]-N-(4-methoxy-benzyl)-propionamide